C(#N)CCC(=O)NC1=CC=2C(C=3N=C(N=CC3C2C=C1)C(F)(F)F)=O 3-cyano-N-(9-oxo-2-(trifluoromethyl)-9H-indeno[2,1-d]pyrimidin-7-yl)propionamide